C1(=CC=CC=C1)[P+](CCCCS(=O)(=O)[O-])(C1=CC=CC=C1)C1=CC=CC=C1 4-(triphenylphosphonio)butane-1-sulfonate